C1CC(=O)O[C@@H]1C(=O)O The molecule is a butan-4-olide obtained by formal intramolecular condensation between the 2-hydroxy and 4-carboxy groups of (S)-2-hydroxyglutaric acid It is a butan-4-olide and a monocarboxylic acid. It derives from a (S)-2-hydroxyglutaric acid. It is a conjugate acid of a (S)-alpha-hydroxyglutarate-gamma-lactone.